ethyl 2-(2-(1-(7-(3-(aminomethyl)phenyl)benzofuran-5-yl)ethoxy)phenyl)acetate NCC=1C=C(C=CC1)C1=CC(=CC=2C=COC21)C(C)OC2=C(C=CC=C2)CC(=O)OCC